7-benzyl 5-(tert-butyl) 2-(4-cyclobutylphenyl)-3,4,5a,6,8,9-hexahydro-2H-1,2,5,7-tetraazabenzo[cd]azulene-5,7-dicarboxylate C1(CCC1)C1=CC=C(C=C1)N1N=C2CCN(CC3C2=C1CCN3C(=O)OC(C)(C)C)C(=O)OCC3=CC=CC=C3